hydroxyl-antimony oxalate C(C(=O)[O-])(=O)[O-].O[Sb+2]